C(CCCCC)OC(CCCC)=O.C(C)(C)OC1CN(C1)C(=O)NCC1=C(C=C(C=C1)C1=NC(=NC=C1)NC1=CC=C(C=C1)N1CCC(CC1)CN1CCNCC1)C 3-isopropoxy-N-(2-methyl-4-(2-((4-(4-(piperazin-1-ylmethyl)piperidin-1-yl)phenyl)amino)pyrimidin-4-yl)benzyl)azetidine-1-carboxamide Hexyl-pentanoate